FC=1C=C(C(=NC1I)I)OCCO 2-[(5-fluoro-2,6-diiodo-3-pyridinyl)oxy]ethanol